(R)-1-isopropylaziridine-2-carboxylic acid benzyl ester C(C1=CC=CC=C1)OC(=O)C1[N@](C1)C(C)C